N1(CCCCCC1)C1=NC(=C(C(=C1C(=O)NC1=CC(=CC=C1)S(N)(=O)=O)C)C)Cl 2-(azepan-1-yl)-6-chloro-4,5-dimethyl-N-(3-sulfamoylphenyl)-pyridine-3-carboxamide